4-oxo-1H,5H-pyrrolo[3,2-c]pyridine-2-carboxylic acid O=C1NC=CC2=C1C=C(N2)C(=O)O